COC(=O)C=1C(=NSC1NC(NCCC1CCN(CC1)C1CC1)=O)OCC1=CC2=C(CCO2)C=C1 5-[2-(1-cyclopropyl-4-piperidinyl)ethylcarbamoylamino]-3-(2,3-dihydrobenzofuran-6-ylmethoxy)isothiazole-4-carboxylic acid methyl ester